(4-amino-1,7-dimethyl-1H-pyrazolo[4,3-c]quinolin-8-yl)((3S)-3-(4-(trifluoromethyl)phenyl)-4-morpholinyl)methanone NC1=NC=2C=C(C(=CC2C2=C1C=NN2C)C(=O)N2[C@H](COCC2)C2=CC=C(C=C2)C(F)(F)F)C